2-((3-chlorophenyl)((5-fluoro-6-methylpyridin-2-yl)(methyl)amino)methyl)-5-methyl-1H-imidazole-4-sulfonamide ClC=1C=C(C=CC1)C(C=1NC(=C(N1)S(=O)(=O)N)C)N(C)C1=NC(=C(C=C1)F)C